4-[(5-fluoro-4-{6-oxa-9-azaspiro[3.6]decan-9-yl}pyrimidin-2-yl)amino]benzenesulfonamide FC=1C(=NC(=NC1)NC1=CC=C(C=C1)S(=O)(=O)N)N1CCOCC2(CCC2)C1